OC1=CC=C(C=C1)N1C(N(C(C1(C)C)=O)C1=CC(=C(C=C1)[N+](=O)[O-])C(F)(F)F)=S 1-(4-hydroxyphenyl)-5,5-dimethyl-3-(4-nitro-3-(trifluoromethyl)phenyl)-2-thioxoimidazolidin-4-one